OC=1C=C(C=C(C1[C@H]1[C@@H](CCC(=C1)C)C(=C)C)O)C1=CC(=CC(=C1)C(=O)O)C(=O)O (1''R,2''R)-3',5'-dihydroxy-5''-methyl-2''-(prop-1-en-2-yl)-1'',2'',3'',4''-tetrahydro-[1,1':4',1''-terphenyl]-3,5-dicarboxylic acid